NC(CO)C1CCN(CC1)C 2-amino-2-(1-methyl-4-piperidinyl)ethanol